CN1C=NC=C1C(=O)ON=CC1=CC=C(C=C1)Cl 4-Chlorobenzaldehyde-O-(1-methyl-1H-imidazole-5-carbonyl) oxime